(S)-7-((4-acetyl-5-((2,4-dimethoxybenzyl)amino)-6-oxopyrimidin-1(6H)-yl)methyl)-4-(cyclopropylethynyl)-4-(trifluoromethyl)-3,4-dihydroquinazolin-2(1H)-one C(C)(=O)C=1N=CN(C(C1NCC1=C(C=C(C=C1)OC)OC)=O)CC1=CC=C2[C@](NC(NC2=C1)=O)(C(F)(F)F)C#CC1CC1